1,2,3,4-pentanetetracarboxylic acid C(C(C(C(C)C(=O)O)C(=O)O)C(=O)O)C(=O)O